ClC=1C=CC2=C(N(C(OC2=O)=O)C2=CC=CC=C2)C1 7-chloro-1-phenyl-2H-benzo[d][1,3]oxazine-2,4(1H)-dione